C(#N)C1=CC=C(C(=O)NC2(CCC2)C2=CC=C(C=C2)C=2C=NC(=CC2)CO)C=C1 4-cyano-N-(1-(4-(6-(hydroxymethyl)pyridin-3-yl)phenyl)cyclobutyl)benzamide